ClC1=NC(=C2N=CN(C2=N1)[C@@H]1O[C@@H]([C@H]2OC(O[C@H]21)(C)C)CO)N2CCC1(CC2)CC2=CC=CC=C2C1 [(3aR,4R,6R,6aR)-4-(2-chloro-6-spiro[indane-2,4'-piperidine]-1'-yl-purin-9-yl)-2,2-dimethyl-3a,4,6,6a-tetrahydrofuro[3,4-d][1,3]dioxol-6-yl]methanol